1-[4-(2-methylimidazol-1-yl)pyrimidin-2-yl]piperidine-4-carboxylic acid CC=1N(C=CN1)C1=NC(=NC=C1)N1CCC(CC1)C(=O)O